3-(1-Ethyl-2-methylindol-3-yl)-3-(2-ethoxy-4-diethylaminophenyl)-7-azaphthalide C(C)N1C(=C(C2=CC=CC=C12)C1(OC(=O)C2=NC=CC=C12)C1=C(C=C(C=C1)N(CC)CC)OCC)C